(2-bromo-4-phenoxyphenyl)-6,7-bis(2-methoxyethoxy)quinazolin-4-amine BrC1=C(C=CC(=C1)OC1=CC=CC=C1)C1=NC2=CC(=C(C=C2C(=N1)N)OCCOC)OCCOC